Bicyclohexyl-3,3-dicarbonitrile C1(CC(CCC1)(C#N)C#N)C1CCCCC1